ClC=1C=CC(=C(C1)C1=C(N=CN1)C=1C=C2C=C(C=NC2=CC1)NCCN1CCN(CC1)C(C)C)F 6-[5-(5-chloro-2-fluoro-phenyl)-1H-imidazol-4-yl]-N-[2-(4-isopropylpiperazin-1-yl)ethyl]quinolin-3-amine